(2R)-1,1-Difluoro-2-{4-[4-fluoro-2-(trifluoromethyl)phenyl]-1,3-oxazol-2-yl}-6-azaspiro[2.5]octan-6-sulfonamid FC1([C@H](C12CCN(CC2)S(=O)(=O)N)C=2OC=C(N2)C2=C(C=C(C=C2)F)C(F)(F)F)F